(6-bromopyridin-2-yl)imidazo[1,2-a]pyridine BrC1=CC=CC(=N1)C=1N=C2N(C=CC=C2)C1